arsenic phosphate P(=O)([O-])([O-])[O-].[As+3]